Methyl 4-oxopyrido[1,2-a]pyrimidine-2-carboxylate O=C1C=C(N=C2N1C=CC=C2)C(=O)OC